[N+](=O)([O-])C=1C=CC2=C(N(N=N2)C=2C=C(C=CC2)C)C1 6-nitro-1-(m-tolyl)-1H-benzo[d][1,2,3]Triazole